N-(4-(4-(pyrrolidine-1-sulfonylamino)phenyl)-1H-pyrrolo[2,3-b]pyridin-6-yl)cyclopropylcarboxamide N1(CCCC1)S(=O)(=O)NC1=CC=C(C=C1)C1=C2C(=NC(=C1)NC(=O)C1CC1)NC=C2